N-(4-nitronaphthalen-1-yl)benzamide [N+](=O)([O-])C1=CC=C(C2=CC=CC=C12)NC(C1=CC=CC=C1)=O